(1R)-trans-2,2-dimethyl-3-(1,2-dibromo-n-propyl)cyclopropanecarboxylic acid methyl ester COC(=O)[C@H]1C([C@@H]1C(C(C)Br)Br)(C)C